C(CCC)[Sn](CO)(CCCC)CCCC 1-(Tributylstannyl)methanol